2-{2-[2-(2-{[2-(2,6-dioxopiperidin-3-yl)-1-oxo-2,3-dihydro-1H-isoindol-4-yl]amino}ethoxy)ethoxy]ethoxy}ethyl methanesulfonate CS(=O)(=O)OCCOCCOCCOCCNC1=C2CN(C(C2=CC=C1)=O)C1C(NC(CC1)=O)=O